NC=1SC2=C(N1)C(=CC=C2F)C2=C(C=C1C=CC(=NC1=C2F)Cl)Cl 7-(2-amino-7-fluorobenzo[d]thiazol-4-yl)-2,6-dichloro-8-fluoroquinolin